ethyl 2-oxo-1,8-naphthyridine-3-carboxylate O=C1NC2=NC=CC=C2C=C1C(=O)OCC